bis(β-hydroxyethyl)-γ-aminopropyl-triethoxysilane OCCC(C)(O[Si](OCC)(OCC)CCCN)CCO